(3-(4-Methylpiperazin-1-yl)azetidin-1-yl)-N-(4-phenylbut-3-ynyl)-1H-benzo[d]imidazole-1-carboxamide CN1CCN(CC1)C1CN(C1)C1=NC2=C(N1C(=O)NCCC#CC1=CC=CC=C1)C=CC=C2